tert-butyl 4-(4-ethoxy-5-((8-fluoro-2-methylimidazo[1,2-a]pyridin-6-yl) carbamoyl)pyrimidin-2-yl)-2-ethylpiperazine-1-carboxylate C(C)OC1=NC(=NC=C1C(NC=1C=C(C=2N(C1)C=C(N2)C)F)=O)N2CC(N(CC2)C(=O)OC(C)(C)C)CC